ClC1=C(C=CC=C1Cl)N1CCN(CC1)CCCCNC(=O)C1=CC2=C(NC(S2)=O)C=C1 N-{4-[4-(2,3-dichlorophenyl)piperazinyl]butyl}-benzothiazolin-2-one-6-carboxamide